FC=1C=C2C(=CC=NC2=CC1)C1CCC(CC1)[C@@H](C)NC(=O)C1CCC1 N-((R)-1-((1s,4S)-4-(6-fluoroquinolin-4-yl)cyclohexyl)ethyl)cyclobutanecarboxamide